PHOSPHONATE P([O-])([O-])=O